ClC1=C(C(=CC=C1Cl)O)[C@H]1CC(N(C1)C=1C=NN(C1)C=C)=O |r| rac-4-(2,3-dichloro-6-hydroxyphenyl)-1-(1-vinyl-1H-pyrazol-4-yl)pyrrolidin-2-one